CC1C(CC(C(N1CC(F)(F)F)=O)N1C(C2(C=3C1=NC=CC3)CC3=C(SC=C3)CC2)=O)C2=C(C(=CC=C2F)F)F N-(6-methyl-2-oxo-1-(2,2,2-trifluoroethyl)-5-(2,3,6-trifluorophenyl)piperidin-3-yl)-2'-Oxo-1',2',6,7-tetrahydro-4H-spiro[benzo[b]thiophene-5,3'-pyrrolo[2,3-b]pyridine]